FC1=C(C#N)C=CC(=C1F)C=O 2,3-difluoro-4-formylbenzonitrile